[Si](C)(C)(C(C)(C)C)O[C@H]1[C@@H]([C@H]([C@H](C1)O)C\C=C/CCCC(=O)O)\C=C\[C@H](CCCCC(C)C)O (Z)-7-((1R,2R,3R,5S)-3-((tert-butyldimethylsilyl)oxy)-5-hydroxy-2-((S,E)-3-hydroxy-8-methylnon-1-En-1-yl)cyclopentyl)hept-5-enoic acid